C(C)OC1=CC=C(C=C1)CCC(=O)N1CCC(CC1)CC(=O)N 2-(1-(3-(4-ethoxyphenyl)propanoyl)piperidin-4-yl)acetamide